C1(CCC1)N1C(C(N(CC1)CC=1SC(=CN1)C1=CC=CC=C1)=O)=O 1-cyclobutyl-4-((5-phenylthiazol-2-yl)methyl)piperazine-2,3-dione